BrC1=CN=C2N1C=C(C(=C2)OC)C2(CCN(CC2)C(=O)OC(C)(C)C)O tert-butyl 4-(3-bromo-7-methoxyimidazo[1,2-a]pyridin-6-yl)-4-hydroxypiperidine-1-carboxylate